2-(difluoromethoxy)-N-(4-(N-(3,4-dimethoxyphenyl)sulfamoyl)phenyl)benzamide FC(OC1=C(C(=O)NC2=CC=C(C=C2)S(NC2=CC(=C(C=C2)OC)OC)(=O)=O)C=CC=C1)F